C(C)C1=NN2C(C=C(C=C2)N2CCNCC2)=C1N(C=1SC(=C(N1)C1=CC=C(C=C1)F)C#N)C 2-((2-ethyl-5-(piperazin-1-yl)pyrazolo[1,5-a]pyridin-3-yl)(methyl)amino)-4-(4-fluorophenyl)thiazole-5-carbonitrile